4-hydroxybenzamide OC1=CC=C(C(=O)N)C=C1